2,3,6-heptanetriol CC(C(CCC(C)O)O)O